[Si](C)(C)(C(C)(C)C)O[C@@H]1CN(CC1)C1=C(C=C2C(=N1)N=C(S2)N2CCOCC2)[N+](=O)[O-] (S)-4-(5-(3-((tert-butyldimethylsilyl)oxy)pyrrolidin-1-yl)-6-nitrothiazolo[4,5-b]pyridin-2-yl)morpholine